(3R,6S,9S,12S,15S,18R,19R)-6,9-bis(aminomethyl)-12-cycloheptyl-19-hexyl-15-isobutyl-3,16,18-trimethyl-1-oxa-4,7,10,13,16-pentaazanonadecan NC[C@@H](CN[C@@H](CO)C)NC[C@@H](NC[C@@H](NC[C@@H](N(C[C@@H](CCCCCCC)C)C)CC(C)C)C1CCCCCC1)CN